t-butyl-3-(S)-hydroxypyrrolidine-1-carboxylate C(C)(C)(C)OC(=O)N1C[C@H](CC1)O